ClC1=C(C(=CC=C1)C)NC(=O)C1=CN=C(S1)NC1=NC(=NC(=C1)N1CCC(CC1)N1CCN(CC1)CC=1C=C2CN(C(C2=CC1)=O)C1C(NC(CC1)=O)=O)C N-(2-chloro-6-methylphenyl)-2-((6-(4-(4-((2-(2,6-dioxopiperidin-3-yl)-1-oxoisoindolin-5-yl)methyl)piperazin-1-yl)piperidin-1-yl)-2-methylpyrimidin-4-yl)amino)thiazole-5-carboxamide